Aminopropyl-tributoxysilane NCCC[Si](OCCCC)(OCCCC)OCCCC